tert-butyl 2-[[2-[(4,4-difluorocyclohexyl)amino]-1-(5-fluoro-3-pyridyl)-2-oxo-ethyl]-[4-(pentafluoro-λ6-sulfanyl)phenyl]carbamoyl]-4-methyl-5-oxo-piperazine-1-carboxylate FC1(CCC(CC1)NC(C(C=1C=NC=C(C1)F)N(C(=O)C1N(CC(N(C1)C)=O)C(=O)OC(C)(C)C)C1=CC=C(C=C1)S(F)(F)(F)(F)F)=O)F